COC1=CC=C(CN2C3C(=C(C=C2)OCOC)OCC3)C=C1 4-(4-methoxybenzyl)-7-methoxymethoxy-2,3-dihydrofuro[3,2-b]pyridin